tert-butyl 7-(5-bromo-3H-imidazo[4,5-b]pyridin-3-yl)-3,4-dihydroisoquinoline-2(1H)-carboxylate BrC1=CC=C2C(=N1)N(C=N2)C2=CC=C1CCN(CC1=C2)C(=O)OC(C)(C)C